FC1=C(C=CC=C1)C1=NC(=NC=2[C@]3([C@H](CCC12)[C@H](C(C(=C3)C#N)=O)C)C)C3=CC=NC1=C(C=CC=C31)F (6aR,7R,10aS)-4-(2-fluorophenyl)-2-(8-fluoroquinolin-4-yl)-7,10a-dimethyl-8-oxo-5,6,6a,7,8,10a-hexahydrobenzo[h]quinazoline-9-carbonitrile